oxygen (phenol) C1(=CC=CC=C1)O.[O]